BrC1=NC(=CC2=C1N=C(N(C2=O)C2(CC2)C)C)Cl 8-bromo-6-chloro-2-methyl-3-(1-methylcyclopropyl)pyrido[3,4-d]pyrimidin-4-one